C(C=C)C1(CCCCC1)NC1=C(C=C(C(=N1)C(=O)OC)[N+](=O)[O-])C(F)(F)F Methyl 6-[(1-allylcyclohexyl)amino]-3-nitro-5-(trifluoromethyl)pyridine-2-carboxylate